C(C)(C)(C)C1=CC=C(C=C1)C1=C(C(=C(C(=C1C1=C(C(=CC(=C1)OC)C(C)(C)C)OP1OC(C(O1)(C1=CC=CC=C1)C1=CC=CC=C1)(C1=CC=CC=C1)C1=CC=CC=C1)P([O-])([O-])[O-])C(C)(C)C)C1=CC=C(C=C1)C(C)(C)C)OC bis(4-(tert-butyl)phenyl)(3,3'-di-tert-butyl-5,5'-dimethoxy-2'-((4,4,5,5-tetraphenyl-1,3,2-dioxaphospholan-2-yl)oxy)-[1,1'-biphenyl]-2-yl)phosphite